(2S,4R)-N-(benzo[d]oxazol-5-ylmethyl)-4-(difluoromethoxy)-1-((phenoxathiine-3-carbonyl)glycyl)pyrrolidine-2-carboxamide O1C=NC2=C1C=CC(=C2)CNC(=O)[C@H]2N(C[C@@H](C2)OC(F)F)C(CNC(=O)C=2C=CC=1SC3=CC=CC=C3OC1C2)=O